5-amino-7-(4-fluorophenyl)-8-(7-methyl-1-((2-(trimethylsilyl)ethoxy)methyl)-1H-indazol-5-yl)-2-((5-methyloxazol-4-yl)methyl)-[1,2,4]triazolo[4,3-c]pyrimidin-3(2H)-one NC1=NC(=C(C=2N1C(N(N2)CC=2N=COC2C)=O)C=2C=C1C=NN(C1=C(C2)C)COCC[Si](C)(C)C)C2=CC=C(C=C2)F